NCCC1=CC=C(C=C1)C=1N(N=C2C1N=CN(C2=O)CC2(CCN(CC2)C(C[C@@H](C(F)(F)F)C2=CC=CC=C2)=O)O)C (R)-3-(4-(2-Aminoethyl)phenyl)-6-((4-hydroxy-1-(4,4,4-trifluoro-3-phenylbutanoyl)piperidin-4-yl)methyl)-2-methyl-2H-pyrazolo[4,3-d]pyrimidin-7(6H)-one